1-methylsulfonylpyrrole-3-carboxylic acid CS(=O)(=O)N1C=C(C=C1)C(=O)O